(S)-(6-(2-(5-((2-(4-carboxy-4,5-dihydrothiazol-2-yl)benzo[d]thiazol-6-yl)oxy)-2-hydroxy-3-methoxyphenoxy)acetamido)hexyl)triphenylphosphonium bromide [Br-].C(=O)(O)[C@@H]1N=C(SC1)C=1SC2=C(N1)C=CC(=C2)OC=2C=C(C(=C(OCC(=O)NCCCCCC[P+](C1=CC=CC=C1)(C1=CC=CC=C1)C1=CC=CC=C1)C2)O)OC